C1(CCCC1)OC1=NC(=CC=C1/C=C/C(=O)NC1=CC=CC=2NC(NC21)=O)C(F)(F)F (E)-3-(2-(Cyclopentyloxy)-6-(trifluoromethyl)pyridin-3-yl)-N-(2-oxo-2,3-dihydro-1H-benzo[d]imidazol-4-yl)acrylamid